F[C@H]1C[C@H](N(C1)C(CN1C[C@@H](CC1)NC1=CC=NC2=CC=C(C=C12)OC)=O)C#N (2S,4S)-4-fluoro-1-[2-[(3R)-3-[(6-methoxy-4-quinolinyl)amino]pyrrolidin-1-yl]acetyl]pyrrolidine-2-carbonitrile